6-((3,5-difluoropyridin-2-yl)-amino)-N-ethoxy-4-((3-(5-fluoropyrimidin-2-yl)-2-methoxyphenyl)amino)nicotinamide FC=1C(=NC=C(C1)F)NC1=NC=C(C(=O)NOCC)C(=C1)NC1=C(C(=CC=C1)C1=NC=C(C=N1)F)OC